CN([C@@H](C(C)C)C(=O)O)C(=O)[C@@H]1CN(CC1)S(=O)(=O)C1[N@@](C1)C N-methyl-N-((S)-1-(((R)-1-methylaziridin-2-yl)sulfonyl)pyrrolidine-3-carbonyl)-L-valine